C1(CC1)C1=C(C(=NO1)C1=C(C=NC=C1Cl)Cl)COC12CCC(CC1)(CC2)C#CC=2C=C1C=CN=C(C1=CC2)N2CCOCC2 6-((4-((5-Cyclopropyl-3-(3,5-dichloropyridin-4-yl)isoxazol-4-yl)methoxy)bicyclo[2.2.2]octan-1-yl)ethynyl)-1-morpholinoisochinolin